C(C)(C)(C)C1(CC(=CC=C1)C(C)(C)C)C(C)C 1,3-di-t-butylcumene